bis[N-(3-aminobenzoyl)-3-amino-4-hydroxyphenyl] sulfone NC=1C=C(C(=O)NC=2C=C(C=CC2O)S(=O)(=O)C2=CC(=C(C=C2)O)NC(C2=CC(=CC=C2)N)=O)C=CC1